Phosphohexose C(C1C(C(C(C(O1)(O)P(=O)=O)O)O)O)O